(E)-1-(4-Hydroxy-2,2-diphenylbenzo[d][1,3]dioxol-5-yl)-3-(3-methoxy-4-(4-((tetrahydro-2H-pyran-2-yl)oxy)butoxy)-phenyl)prop-2-en-1-one OC1=C(C=CC=2OC(OC21)(C2=CC=CC=C2)C2=CC=CC=C2)C(\C=C\C2=CC(=C(C=C2)OCCCCOC2OCCCC2)OC)=O